CC1=CC=C(C=C1)S(=O)(=O)OCCN glycinol p-toluenesulfonate